CC1(CC1)NC(O[C@H]1C[C@H](CC1)C1=NN(C(=C1)NC1=NC(=C(N=C1)C#N)Cl)C(C)(C)C)=O (1R,3S)-3-(1-(tert-butyl)-5-((6-chloro-5-cyanopyrazin-2-yl)amino)-1H-pyrazol-3-yl)cyclopentyl (1-methylcyclopropyl)carbamate